CC=1C(=NC(=NC1)O[Si](C)(C)C)O[Si](C)(C)C 5-methyl-2,4-bis((trimethylsilyl)oxy)pyrimidine